(1-(3,5-difluorobenzyl)-6-(4-methoxy-5H-pyrrolo[3,2-d]pyrimidin-5-yl)-1H-imidazo[4,5-b]pyridin-2-yl)methanol FC=1C=C(CN2C(=NC3=NC=C(C=C32)N3C=CC=2N=CN=C(C23)OC)CO)C=C(C1)F